BrC=1C(=NC=C(C1C)C(F)(F)F)OC1=C(C(=C(C=C1)F)F)C 3-Bromo-2-(3,4-difluoro-2-methyl-phenoxy)-4-methyl-5-(trifluoromethyl)pyridine